tert-butyl 4-[1-(7-bromoquinoxalin-2-yl)pyrazol-4-yl]-1,4-diazepane-1-carboxylate BrC1=CC=C2N=CC(=NC2=C1)N1N=CC(=C1)N1CCN(CCC1)C(=O)OC(C)(C)C